ClC1=CC(=C(C=C1Cl)NC(=O)N1[C@@H]2CC[C@H]1CC=1C(=NC=C(C12)OCCOC)F)F (5R,8S)-N-(4,5-dichloro-2-fluorophenyl)-1-fluoro-4-(2-methoxyethoxy)-6,7,8,9-tetrahydro-5H-5,8-epiminocyclohepta[c]pyridine-10-carboxamide